1-chloro-5-methyl-N-(1-methylpiperidin-3-yl)pyrido[3,4-d]pyridazin-4-amine ClC1=C2C(=C(N=N1)NC1CN(CCC1)C)C(=NC=C2)C